C(#C)C1=CCCCC1 1-ethynyl-1-cyclohexene